[N-]=[N+]=[N-].[Na+].N(=[N+]=[N-])C(C1=C(C(=C(C=C1)F)Cl)F)C1CC(CC1)C(F)(F)F 1-(azido(3-(trifluoromethyl)cyclopentyl)methyl)-3-chloro-2,4-difluorobenzene sodium azide